NC[C@@H]1CN(CCO1)CCCC1=CC2=C(N(C(N2C)=O)C2C(NC(CC2)=O)=O)C=C1 3-[5-[3-[(2R)-2-(Aminomethyl)morpholin-4-yl]propyl]-3-methyl-2-oxo-benzimidazol-1-yl]piperidine-2,6-dione